BrC=1C=C2C(CC=NC2=C2C1C(N(C2=O)CC2=CC=C(C=C2)OC)C2=C(C=CC(=C2)F)Cl)=O 6-Bromo-7-(2-chloro-5-fluorophenyl)-8-(4-methoxybenzyl)-7,8-dihydro-3H-pyrrolo[3,4-H]quinoline-4,9-dione